N4-(3-fluorophenyl)-5-methyl-N2-(1-(1-methylpiperidin-4-yl)-1H-pyrazol-4-yl)thieno[2,3-d]pyrimidine-2,4-diamine FC=1C=C(C=CC1)NC=1C2=C(N=C(N1)NC=1C=NN(C1)C1CCN(CC1)C)SC=C2C